2-(Z-13-octadecenyloxy)-tetrahydropyran C(CCCCCCCCCCC\C=C/CCCC)OC1OCCCC1